C(C)OC1=C(C(=O)N)C=C(C(=C1)NC1=NC=C2N(C(N(C2=N1)C1CCOCC1)=O)C)C 2-ethoxy-5-methyl-4-((7-methyl-8-oxo-9-(tetrahydro-2H-pyran-4-yl)-8,9-dihydro-7H-purin-2-yl)amino)benzamide